FC=1C=C2C=C(NC2=CC1OCC=1C(=NC=CC1)F)CNC(=O)C1(CC1)C N-({5-fluoro-6-[(2-fluoro-3-pyridyl)methoxy]-2-indolyl}methyl)1-methylcyclopropanecarboxamide